O[C@H]1[C@H](CCCC1)N(CCCCCCCC(=O)N(CCCCCCCCCC)CCCCCCCCCC)CCCCCCCC(=O)N(CCCCCCCCCC)CCCCCCCCCC 8,8'-(((1S,2R)-2-hydroxycyclohex-yl)azanediyl)bis-(N,N-didecyloctan-amide)